O1COC2=C1C=CC(=C2)CNC2=C(C=C(C=C2)S(=O)(=O)NC)Br 4-(1,3-benzodioxol-5-ylmethyl-amino)-3-bromo-N-methyl-benzenesulfonamide